BrC1=CSC2=C1N=C(N(C2=O)C)N2CCCCC2 7-bromo-3-methyl-2-(piperidin-1-yl)thieno[3,2-d]pyrimidin-4(3H)-one